tert-Butyl (3-(2-tosylhydrazono)cyclobutyl)carbamate S(=O)(=O)(C1=CC=C(C)C=C1)NN=C1CC(C1)NC(OC(C)(C)C)=O